FC(C1=CC(=NC(=C1)C(F)(F)F)N1NC(CC1C(=O)N(C=1C=C(C=CC1)C)C)=O)(F)F 2-(4,6-bis(trifluoromethyl)pyridin-2-yl)-N-methyl-5-oxo-N-(m-tolyl)pyrazolidine-3-carboxamide